1-methyl-1,5-cyclooctadiene CC1=CCCC=CCC1